N1C=C(C=2C=NC=CC21)CC(CCCC)=O 1-(1H-pyrrolo[3,2-c]pyridin-3-yl)hexan-2-one